N-dicarboxymethylglutamic acid tetrasodium salt [Na+].[Na+].[Na+].[Na+].C(=O)([O-])C(N[C@@H](CCC(=O)[O-])C(=O)[O-])C(=O)[O-]